FC=1C=CC(=NC1)C(=O)N[C@H](C(=O)NC1=CC(=C(C=C1)S(=O)(=O)Cl)C)CC1=CC=CC=C1 (S)-4-(2-(5-fluoropicolinamido)-3-phenylpropanamido)-2-methylbenzene-1-sulfonyl chloride